2-methyl-1-ethyl-pyridinium bromide [Br-].CC1=[N+](C=CC=C1)CC